N1(N=CC=C1)CCC(=O)N1CC(=CCC1)C=1C=C(C2=C(C=C(O2)C(N(C)C)=O)C1F)C1=C(C=C(C=C1)N1CCN(CC1)C(=O)OC(C)(C)C)OC Tert-butyl 4-(4-(5-(1-(3-(1H-pyrazol-1-yl)propanoyl)-1,2,5,6-tetrahydropyridin-3-yl)-2-(dimethylcarbamoyl)-4-fluorobenzofuran-7-yl)-3-methoxyphenyl)piperazine-1-carboxylate